4-hydroxyphenylmethyl-iodonium OC1=CC=C(C=C1)C[IH+]